7-bromo-5-methyl-6-oxo-8-(4-(4-(trifluoromethoxy)phenoxy)piperidin-1-yl)-5,6-dihydro-1,5-naphthyridine-2-carbonitrile BrC=1C(N(C=2C=CC(=NC2C1N1CCC(CC1)OC1=CC=C(C=C1)OC(F)(F)F)C#N)C)=O